(S)-2-amino-3-hydroxy-N,N-dimethylpropionamide N[C@H](C(=O)N(C)C)CO